CC1(CCN(CC1)C=1OC2=C(C=C(C=C2C(C1C)=O)C)[C@@H](C)NC=1C(=NC(=CC1)F)C=1C=CC2=C(C=NOB2O)C1)C 2-(4,4-dimethyl-1-piperidyl)-8-[(1R)-1-[[6-fluoro-2-(1-hydroxy-2,3,1-benzoxazaborinin-6-yl)-3-pyridyl]amino]ethyl]-3,6-dimethyl-chromen-4-one